(S)-2-(2-fluoro-6-methyl-4-((R)-3-(trifluoromethyl)morpholino)benzamido)-3-(4-(1-methyl-2,4-dioxo-1,4-dihydropyrido[3,4-d]pyrimidin-3(2H)-yl)phenyl)propanoic acid FC1=C(C(=O)N[C@H](C(=O)O)CC2=CC=C(C=C2)N2C(N(C3=C(C2=O)C=CN=C3)C)=O)C(=CC(=C1)N1[C@H](COCC1)C(F)(F)F)C